6-(benzyloxy)-3,4-dihydronaphthalen-1(2H)-one C(C1=CC=CC=C1)OC=1C=C2CCCC(C2=CC1)=O